FC=1C(=C(C=CC1F)C(=O)N1CC(C1)(O)C(C)[N+](=O)[O-])NC1=C(C=C(C=C1)I)F 1-({3,4-difluoro-2-[(2-fluoro-4-iodophenyl)amino]phenyl}carbonyl)-3-(1-nitroethyl)azetidin-3-ol